NC1=NC(=C(C(=N1)N(N)C(CC1=NC(=CC=C1)N)=O)Br)C1=CC=C(C=C1)F N-[2-amino-5-bromo-6-(4-fluorophenyl)pyrimidin-4-yl]-2-(6-aminopyridin-2-yl)acetohydrazide